N-(1-(2,4-dichlorophenyl)vinyl)propionamide ClC1=C(C=CC(=C1)Cl)C(=C)NC(CC)=O